FC1=C(C=CC(=C1)F)C1=CC(=NO1)C(=O)NCC1CCN(CC1)CC1=CC(=CC=C1)OC 5-(2,4-difluorophenyl)-N-((1-(3-methoxybenzyl)piperidin-4-yl)methyl)isoxazole-3-carboxamide